C(#N)C1(CCN(CC1)C1=C(C=NC2=CC=C(C=C12)F)C(=O)NC=1C=NN(C1)CCO)C1=CC=CC=C1 4-(4-cyano-4-phenylpiperidin-1-yl)-6-fluoro-N-(1-(2-hydroxyethyl)-1H-pyrazol-4-yl)quinoline-3-carboxamide